CC=1NC2=C(C=C(C=C2C1)C=1C=NC=CC1)N 2-methyl-5-(pyridin-3-yl)-1H-indol-7-amine